FC1=C(C=CC(=C1)F)CN 1-(2,4-difluorophenyl)methanamine